hexylene glycol dibehenate C(CCCCCCCCCCCCCCCCCCCCC)(=O)OCCCCCCOC(CCCCCCCCCCCCCCCCCCCCC)=O